OC1C(OC2=CC(=CC(=C2C1=O)OCOC)OCOC)C1=CC(=C(C=C1)OC)O 3-hydroxy-2-(3-hydroxy-4-methoxyphenyl)-5,7-bis(methoxymethoxy)chroman-4-one